ClC1=C(C(=CC=C1OCC)F)C=1C=C2C=NC(=NC2=CC1)N[C@H]1[C@H](CCC1)NC(C#C)=O N-((1S,2R)-2-((6-(2-chloro-3-ethoxy-6-fluorophenyl)quinazolin-2-yl)amino)cyclopentyl)propynamide